C1OCC12CCN(CC2)CC2CSC=1C(=C(C=C3C(=NC(N2C13)=O)N1[C@H](CN([C@@H](C1)C)C(C=C)=O)C)Cl)C1=C(C=C(C(=C1)F)F)F 3-(2-oxa-7-azaspiro[3.5]nonan-7-ylmethyl)-7-((2S,5R)-4-acryloyl-2,5-dimethylpiperazin-1-yl)-9-chloro-10-(2,4,5-trifluorophenyl)-2H-[1,4]thiazino[2,3,4-ij]quinazolin-5(3H)-one